CN(CCOC=1C=CC(=C(C(=O)NC(C)C2=CC=CC3=CC=CC=C23)C1)C)C 5-(2-(Dimethylamino)ethoxy)-2-methyl-N-(1-(naphthalen-1-yl)ethyl)benzamide